9,9',9'',9'''-(4-(3-(4,6-diphenyl-1,3,5-triazin-2-yl)phenyl)pyridine-2,3,5,6-tetrayl)tetrakis(2,7-dimethyl-9H-carbazole) C1(=CC=CC=C1)C1=NC(=NC(=N1)C1=CC=CC=C1)C=1C=C(C=CC1)C1=C(C(=NC(=C1N1C2=CC(=CC=C2C=2C=CC(=CC12)C)C)N1C2=CC(=CC=C2C=2C=CC(=CC12)C)C)N1C2=CC(=CC=C2C=2C=CC(=CC12)C)C)N1C2=CC(=CC=C2C=2C=CC(=CC12)C)C